2-trimethylethoxyethane CC(COCC)(C)C